C(C(=O)NC(C(=O)CS)C(=O)O)N Mercaptoacetyldiglycine